2-[(2,2,3,3-tetramethylcyclopropanecarbonyl)amino]-N-(2,2,2-trifluoroethyl)pyridine-4-carboxamide potassium (((4,4-difluorocyclohexyl)amino)methyl)trifluoroborate FC1(CCC(CC1)NC[B-](F)(F)F)F.[K+].CC1(C(C1(C)C)C(=O)NC1=NC=CC(=C1)C(=O)NCC(F)(F)F)C